C1(=CC=CC=C1)COC1=CC=C(C=C1)NC(=O)C=1C=C(N(C1C)C)C1=C(C(=O)O)C=C(C(=C1)Cl)OC [4-({[4-(phenylmethoxy)phenyl]amino}carbonyl)-1,5-dimethyl-1H-pyrrol-2-yl]-4-chloro-5-methoxybenzoic acid